racemic-(1R,2R)-2-(hydroxymethyl)cyclopropane-1-carboxylic acid methyl ester COC(=O)[C@H]1[C@@H](C1)CO |r|